N-Boc-butandiamine C(=O)(OC(C)(C)C)NC(CCC)N